COC(C1CCN(CC1)C1=CC=C(C=C1)C=1C=C2C(=NC1)NC=C2C(=O)C=2C(=C(C=CC2F)NS(=O)(=O)N2C[C@@H](CC2)F)OC)OC (R)-N-(3-(5-(4-(4-(dimethoxymethyl)piperidin-1-yl)phenyl)-1H-pyrrolo[2,3-b]pyridine-3-carbonyl)-4-fluoro-2-methoxyphenyl)-3-fluoropyrrolidine-1-sulfonamide